7-iodo-(1,2,4)triazolo(1,5-a)pyridine IC1=CC=2N(C=C1)N=CN2